5-chloro-N-((1r,4r)-4-((3-(6-(2-(dimethylamino)ethoxy)pyridin-3-yl)-4-methyl-2-oxo-2,3-dihydro-1H-benzo[d]imidazol-1-yl)methyl)cyclohexyl)-2-methylnicotinamide ClC=1C=NC(=C(C(=O)NC2CCC(CC2)CN2C(N(C3=C2C=CC=C3C)C=3C=NC(=CC3)OCCN(C)C)=O)C1)C